N(=[N+]=[N-])[C@@H]1[C@@H]([C@@H]([C@H](OC1OCC1=CC=CC=C1)CN=[N+]=[N-])O)F (2R,3R,4S,5S)-5-azido-2-(azidomethyl)-6-(benzyloxy)-4-fluorotetrahydro-2H-pyran-3-ol